1-(((2-amino-5-bromopyridin-3-yl)amino)methyl)-3-hydroxycyclobutanecarboxylic acid NC1=NC=C(C=C1NCC1(CC(C1)O)C(=O)O)Br